SC(C1CCC(CC1)C)(C)C 8-mercaptomenthan